C1(CC1)C1=CC(=NN1)NC1=NC(=NC=C1)N1CC(CC1)C(=O)N(C)C 1-[4-[(5-cyclopropyl-1H-pyrazol-3-yl)amino]pyrimidin-2-yl]-N,N-dimethyl-pyrrolidine-3-carboxamide